2-carboxy-ethylene oxide C(=O)(O)C1CO1